FC1=C(C=C(C=C1)F)[C@H](C)N (S)-1-(2,5-difluorophenyl)ethan-1-amine